FC=1C(=NC=CC1)CNC(=O)C=1N=C(OC1)C=C N-((3-fluoropyridin-2-yl)methyl)-2-vinyloxazole-4-carboxamide